5-(Methylamino)-3-[4-(8-methyl-3,8-diazabicyclo[3.2.1]octan-3-yl)anilino]-6-(3-methylimidazo[4,5-c]pyridin-7-yl)pyrazin-2-carboxamid CNC=1N=C(C(=NC1C=1C2=C(C=NC1)N(C=N2)C)C(=O)N)NC2=CC=C(C=C2)N2CC1CCC(C2)N1C